ClC1=CC=2C=3C=NN4C=CC(NCCOCCOC(=C1)C2)=NC34 4-chloro-7,10-dioxa-13,17,18,21-tetraazatetracyclo[12.5.2.12,6.017,20]docosa-1(20),2(22),3,5,14(21),15,18-heptaene